C1(=CC=CC=C1)C(C(CC)C1=CC=CC=C1)C(C#N)C#N 2-(1,2-diphenylbutyl)malononitrile